1,2-dimethylcyclohexene CC1=C(CCCC1)C